(R)-4-cyclopropoxy-N-(3,5-difluoro-4-((7-(3-hydroxybutoxy)-6-methoxyquinolin-4-yl)oxy)phenyl)pyridine-3-carboxamide C1(CC1)OC1=C(C=NC=C1)C(=O)NC1=CC(=C(C(=C1)F)OC1=CC=NC2=CC(=C(C=C12)OC)OCC[C@@H](C)O)F